C(C)(C)(C)OC(N[C@@H]1C(N(C2=C(OC1)C=CC(=C2)OCC#CC=2C=NC=CC2)C)=O)=O (S)-(5-methyl-4-oxo-7-((3-(pyridin-3-yl)prop-2-yn-1-yl)oxy)-2,3,4,5-tetrahydrobenzo[b][1,4]oxazepin-3-yl)carbamic acid tert-butyl ester